NC1=CC=C(C(=N1)C)OC1=CC=NC2=CN=C(C=C12)C(=O)NC1CCN(CC1)C 4-[(6-amino-2-methyl-3-pyridyl)oxy]-N-(1-methyl-4-piperidyl)-1,7-naphthyridine-6-carboxamide